ClCCC(=C(C1=CC=C(C=C1)O)C1=CC=C(OCCN2CCC(CC2)CN[C@H]2CN(CCC2)C=2C=C3C(N(C(C3=CC2)=O)C2C(NC(CC2)=O)=O)=O)C=C1)C1=CC=C(C=C1)O 5-((R)-3-(((1-(2-(4-(4-chloro-1,2-bis(4-hydroxyphenyl)but-1-en-1-yl)phenoxy)ethyl)piperidin-4-yl)methyl)amino)piperidin-1-yl)-2-(2,6-dioxopiperidin-3-yl)isoindoline-1,3-dione